6-chloro-2-(4-methylpiperazin-1-yl)-N-((5-methylthiophen-2-yl)methyl)pyrido[3,4-d]pyrimidin-4-amine ClC1=CC2=C(N=C(N=C2NCC=2SC(=CC2)C)N2CCN(CC2)C)C=N1